FC=1C=C(C=CC1N1CCN(CC1)C)C1=NC=NC2=CC=C(C=C12)C1=CC(=NC=C1)N 4-(4-(3-fluoro-4-(4-methylpiperazin-1-yl)phenyl)quinazolin-6-yl)pyridin-2-amine